3-[[(3R)-1-(2-hydroxyethyl)-3-piperidinyl]amino]-6-(4-hydroxy-6-methyl-indan-5-yl)-4-methyl-1,2,4-triazin-5-one OCCN1C[C@@H](CCC1)NC1=NN=C(C(N1C)=O)C=1C(=C2CCCC2=CC1C)O